4-[2-methoxyethyl-[4-(5,6,7,8-tetrahydro-1,8-naphthyridin-2-yl)butyl]amino]-2-[(3-methyloxetane-3-carbonyl)amino]butanoic acid COCCN(CCC(C(=O)O)NC(=O)C1(COC1)C)CCCCC1=NC=2NCCCC2C=C1